2-amino-4,6-pyrimidinedione NC=1NC(CC(N1)=O)=O